OC(CNC1=CC=C(C=C1)N)CO N-(β,gamma-dihydroxypropyl)-para-phenylenediamine